C1(CC1)C([C@@H](C(=O)NC=1C(=NN(C1)C(COC)C=1N(N=NC1)CC(F)(F)F)F)NC(=O)C=1N(N=CC1)C(C)C)C1CC1 N-[(1S)-1-(dicyclopropylmethyl)-2-[[3-fluoro-1-[2-methoxy-1-[3-(2,2,2-trifluoroethyl)triazol-4-yl]ethyl]pyrazol-4-yl]amino]-2-oxo-ethyl]-2-isopropyl-pyrazole-3-carboxamide